5-(4-tert-butylphenyl)thioanthracene tetrafluoroborate F[B-](F)(F)F.C(C)(C)(C)C1=CC=C(C=C1)SC1=C2C=C3C=CC=CC3=CC2=CC=C1